[2-(aminomethyl)-3,3-difluoro-allyl]-4-[[3-methyl-5-(4-methylsulfonylphenyl)-2-thienyl]methyl]-1,2,4-triazol-3-one trifluoroacetate salt FC(C(=O)O)(F)F.NCC(CC=1N(C(NN1)=O)CC=1SC(=CC1C)C1=CC=C(C=C1)S(=O)(=O)C)=C(F)F